2,4-hexadiyn-1,6-diol C(C#CC#CCO)O